COCC1=CC=C(C=C1)C1=CC=C(C=C1)COC 4,4'-Bis(methoxymethyl)1,1'-Biphenyl